3-[4-methyl-1-oxo-6-(piperazin-1-yl)-1,2-dihydrophthalazin-2-yl]piperidine CC1=NN(C(C2=CC=C(C=C12)N1CCNCC1)=O)C1CNCCC1